spiro[3.3]heptan-2-ylmethyl ((7-cyano-2-(2,6-dioxopiperidin-3-yl)-3-oxoisoindolin-5-yl)methyl)carbamate C(#N)C=1C=C(C=C2C(N(CC12)C1C(NC(CC1)=O)=O)=O)CNC(OCC1CC2(C1)CCC2)=O